COC1=CC=C(C=C1)C(OC[C@@]1(O[C@H](CN(C1)C1CCCCC1)N1C2=NC=NC(=C2N=C1)NC(C1=CC=CC=C1)=O)COP(N(C(C)C)C(C)C)OCCC#N)(C1=CC=CC=C1)C1=CC=C(C=C1)OC N-[9-[(2R,6R)-6-[[bis(4-methoxyphenyl)-phenyl-methoxy]methyl]-6-[[2-cyanoethoxy-(diisopropylamino)phosphanyl]oxymethyl]-4-cyclohexyl-morpholin-2-yl]purin-6-yl]-benzamide